OCCOCCOCCOCCOCC(COCCCCCCCC(=O)OC(CCCCCCCCC)CCCCCCCC)OCCCCCCCC(=O)OC(CCCCCCCC)CCCCCCCC 1-octyldecyl 8-[3-[2-[2-[2-(2-hydroxyethoxy)ethoxy]ethoxy]ethoxy]-2-[8-(1-octylnonoxy)-8-oxo-octoxy]propoxy]octanoate